BrC=1C=CC(=C(C[C@]2(C[C@H](CC2)NS(=O)(=O)C)C(=O)OC)C1)F methyl (1R,3S)-1-(5-bromo-2-fluorobenzyl)-3-(methylsulfonamido)cyclopentane-1-carboxylate